2,6-dichloro-N-(3-(methoxymethoxy)-2,6-dimethylphenyl)-5-methylnicotinamide ClC1=C(C(=O)NC2=C(C(=CC=C2C)OCOC)C)C=C(C(=N1)Cl)C